C(C)OC(=O)C1=NN2C(NC(=C(C2C2=CC(=C(C=C2)C(F)(F)F)F)C(NC=2C=C3C(=CN=CC3=CC2)C)=O)C)=C1 7-(3-fluoro-4-(trifluoromethyl)phenyl)-5-methyl-6-((4-methylisoquinolin-6-yl)carbamoyl)-4,7-dihydropyrazolo[1,5-a]pyrimidine-2-carboxylic acid ethyl ester